C(CCC(C)C)OC(C)COC(C)COC(C)CO tripropylene glycol isohexyl ether